2-chloro-N,N-dimethyl-4-(3-((R or S)-6-((R or S)-3,3,3-trifluoro-2-hydroxy-2-(2-methoxyphenyl)propanoyl)-6-azaspiro[2.5]octan-1-yl)propoxy)benzamide ClC1=C(C(=O)N(C)C)C=CC(=C1)OCCC[C@@H]1CC12CCN(CC2)C([C@@](C(F)(F)F)(C2=C(C=CC=C2)OC)O)=O |o1:16,25|